C(=O)O.CC1=C(C=C(C=C1)NC(C1=NC=CC(=C1)C(F)(F)F)=O)C1=C(C2=C(N=C(N=C2)NC)N2C1=NCC2)C N-(4-methyl-3-(5-methyl-2-(methylamino)-8,9-dihydroimidazo[1',2':1,6]pyrido[2,3-d]pyrimidin-6-yl)phenyl)-4-(trifluoromethyl)picolinamide formate